BrC1=CC=CC=2C=3N(C(=NC12)N[C@H]1C(NCCNC1)=O)N=C(N3)C=3C=NN(C3C)C (6R)-6-{[7-bromo-2-(1,5-dimethyl-1H-pyrazol-4-yl)[1,2,4]triazolo[1,5-c]quinazolin-5-yl]amino}-1,4-diazepan-5-one